3-[4-(1-piperidylmethyl)phenyl]-1,2,4,5-tetrazine N1(CCCCC1)CC1=CC=C(C=C1)C=1N=NC=NN1